COC([C@@H](NC1=CC=C(C=C1)OC)C)=O (4-methoxyphenyl)-L-alanine methyl ester